2-phenylpiperidine-4-carboxylic acid C1(=CC=CC=C1)C1NCCC(C1)C(=O)O